FC1=CC=C(C=C1)CCCNC(=O)C=1C(OC2=C(C1)C=C(C(=C2)O)OC)=O N-(3-(4-fluorophenyl)propyl)-7-hydroxy-6-methoxy-2-oxo-2H-benzopyran-3-formamide